N1(CCCC1)CC1=CC=CS1 5-[(pyrrolidin-1-yl)methyl]thiophene